P(=O)(O)(O)O.C(C)C1=C(NC=C1)CC diethyl-pyrrole phosphate